FC(C(=O)N(C=1C=NN(C1)C)[C@H]1CN(C[C@H](C1)F)C)(F)F 2,2,2-trifluoro-N-[(3R,5S)-5-fluoro-1-methyl-3-piperidinyl]-N-(1-methylpyrazol-4-yl)acetamide